CC(C)(C)P(C1=C(C(=CC=C1OC)OC)C1=C(C=C(C=C1C(C)C)C(C)C)C(C)C)C(C)(C)C bis(2-methyl-2-propanyl)(2',4',6'-triisopropyl-3,6-dimethoxy-2-biphenylyl)phosphine